TERT-BUTYL 5-(5-FORMYLOXAZOL-2-YL)-1-METHYL-1H-PYRROL-3-YLCARBAMATE C(=O)C1=CN=C(O1)C1=CC(=CN1C)NC(OC(C)(C)C)=O